2-fluoro-4-(6-(2-fluoro-6-(trifluoromethyl)phenyl)-2-(1,8-diazaspiro[4.5]dec-8-yl)quinazolin-4-yl)benzonitrile FC1=C(C#N)C=CC(=C1)C1=NC(=NC2=CC=C(C=C12)C1=C(C=CC=C1C(F)(F)F)F)N1CCC2(CCCN2)CC1